(S)-3-(1-methoxypropan-2-yl)-8-(pyridin-3-yl)-6-(p-tolyl)pyrido[3,4-d]pyrimidin-4(3H)-one COC[C@H](C)N1C=NC2=C(C1=O)C=C(N=C2C=2C=NC=CC2)C2=CC=C(C=C2)C